BrC=1C=CC(=C(C1)CO[Si](C1=CC=CC=C1)(C1=CC=CC=C1)C(C)(C)C)C [(5-bromo-2-methylphenyl)methoxy](tert-butyl)diphenylsilane